[4-(benzylamino)-6-fluoro-1-(4-fluorophenyl)-2-(2-methoxy-1,1-dimethyl-ethyl) indol-3-yl] benzoate C(C1=CC=CC=C1)(=O)OC1=C(N(C2=CC(=CC(=C12)NCC1=CC=CC=C1)F)C1=CC=C(C=C1)F)C(COC)(C)C